N2-(2-(1H-indol-3-yl)ethyl)-6-morpholino-N4-phenethyl-1,3,5-triazine-2,4-diamine hydrochloride Cl.N1C=C(C2=CC=CC=C12)CCNC1=NC(=NC(=N1)NCCC1=CC=CC=C1)N1CCOCC1